C1=C(C=CC2=CC=CC=C12)OC(CCC(=O)O)C 4-(naphthalene-2-oxy)pentanoic acid